C(#N)C1=CC=C2C(=N1)C=C(N2COCC[Si](C)(C)C)CN(C(OC(C)(C)C)=O)C tert-butyl ((5-cyano-1-((2-(trimethylsilyl)-ethoxy)methyl)-1H-pyrrolo[3,2-b]pyridin-2-yl)methyl)(methyl)carbamate